C1(=CC=CC=C1)N(C(=O)OCC1CCC(CC1)COCC(=O)O)C1=NC=C(C=C1)C(F)(F)F 2-(((1r,4r)-4-((phenyl(5-(trifluoromethyl)pyridin-2-yl)carbamoyloxy)methyl)cyclohexyl)methoxy)acetic acid